(3-((6,7-difluoro-[1,2,4]triazolo[4,3-a]quinazolin-5-yl)(ethyl)amino)-5-fluorophenyl)-2-methylbut-3-yn-2-ol FC1=C2C(=NC=3N(C2=CC=C1F)C=NN3)N(C=3C=C(C=C(C3)F)CC(C#C)(O)C)CC